COC(C1=C(C(=C(C=C1)C)I)C(C)C)=O iodo-2-isopropyl-4-methylbenzoic acid methyl ester